(S)-N,N-dimethyl-2-((2-((7-(pyrrolidin-1-yl)-6,7,8,9-tetrahydro-5H-benzo[7]annulen-2-yl)amino)quinazolin-8-yl)amino)benzenesulfonamide CN(S(=O)(=O)C1=C(C=CC=C1)NC=1C=CC=C2C=NC(=NC12)NC=1C=CC2=C(CC[C@H](CC2)N2CCCC2)C1)C